3-aminopropyl-(diethoxymethoxysilane) NCCC[SiH2]OC(OCC)OCC